CN1CCN(CC1)C1=CC=C(NCCC2=CC=CC=C2)C=C1 4-(4-Methylpiperazin-1-yl)-N-phenethylaniline